6-((2-((6S)-1,8-Diazaspiro[5.5]undecan-8-yl)-1H-benzimidazol-1-yl)methyl)-3-pyridincarbonitril N1CCCC[C@]12CN(CCC2)C2=NC1=C(N2CC2=CC=C(C=N2)C#N)C=CC=C1